ClC1=CC(=C(C(=C1)C)C1=CC=C2C(=N1)N=C(O2)[C@H]2CCC(NC2)=O)O (5S)-5-[5-(4-Chloro-2-hydroxy-6-methyl-phenyl)oxazolo[4,5-b]pyridin-2-yl]piperidin-2-one